BrC1=CN=C(C2=NC=CN=C21)N[C@@H]2CN(C[C@@H]2F)C(=O)OC(C)(C)C tert-Butyl (3R,4S)-3-((8-bromopyrido[3,4-b]pyrazin-5-yl)amino)-4-fluoropyrrolidine-1-carboxylate